CC(C(=O)O)(C)C=1N=C(SC1)NS(=O)(=O)C(C)C 2-methyl-2-(2-(1-methylethylsulfonamido)thiazol-4-yl)propionic acid